[N+](=O)([O-])C1=C(C(=O)C2C(CCCC2=O)=O)C=CC(=C1)S(=O)(=O)C 2-(2-nitro-4-methylsulfonylbenzoyl)cyclohexane-1,3-dione